3,5-bis(n-octyldithio)-1,2,4-thiadiazole C(CCCCCCC)SSC1=NSC(=N1)SSCCCCCCCC